S(C#N)CCC[Si](OCC)(OCC)OCC 3-thiocyanatopropyl-(triethoxysilane)